2,2-dimethyl-1-butanal CC(C=O)(CC)C